1,3,5-tributyl-1,3,5-triazin-2,4,6-trione C(CCC)N1C(N(C(N(C1=O)CCCC)=O)CCCC)=O